CN1N=CC(=C1)C1C(C1)B1OC(C(O1)(C)C)(C)C 1-methyl-4-[2-(4,4,5,5-tetramethyl-1,3,2-dioxaborolan-2-yl)cyclopropyl]-1H-pyrazole